CC1=C(C=CC(=C1)C1=NN(C=N1)C1=CC=C(C=C1)OC(C(F)(F)F)(F)F)NC(=O)\N=C\1/SCC(N1C1=C2C=CC=NC2=CC=C1)=O (Z)-1-(2-methyl-4-(1-(4-(perfluoroethoxy)phenyl)-1H-1,2,4-triazol-3-yl)phenyl)-3-(4-oxo-3-(quinolin-5-yl)thiazolidine-2-ylidene)urea